BrC=1C=C2C(C(=C(OC2=CC1)C(=O)NCCCN(C)C)C(C1=CC(=C(C=C1)OC)OC)=O)=O 6-bromo-3-(3,4-dimethoxybenzoyl)-N-(3-(dimethylamino)propyl)-4-oxo-4H-chromene-2-carboxamide